C(C)(=O)C1=NN(C2=CC=C(C=C12)C=1C=NC(=NC1)CC(=O)OC)CC(=O)O (3-acetyl-5-(2-(2-methoxy-2-oxoethyl)pyrimidin-5-yl)-1H-indazol-1-yl)acetic acid